2-(12-(4-(6-((6-Acetyl-8-cyclopentyl-5-methyl-7-oxo-7,8-dihydropyrido[2,3-d]pyrimidin-2-yl)amino)pyridin-3-yl)piperazin-1-yl)dodecanamido)-N-(4,5-dimethylthiazol-2-yl)benzamide C(C)(=O)C1=C(C2=C(N=C(N=C2)NC2=CC=C(C=N2)N2CCN(CC2)CCCCCCCCCCCC(=O)NC2=C(C(=O)NC=3SC(=C(N3)C)C)C=CC=C2)N(C1=O)C1CCCC1)C